Tert-Butyl 2-bromo-4-fluoro-5-methoxy-benzoate BrC1=C(C(=O)OC(C)(C)C)C=C(C(=C1)F)OC